lauryliminodipropionate sodium salt [Na+].C(CCCCCCCCCCC)N(CCC(=O)[O-])CCC(=O)[O-].[Na+]